NCCCOC=1C=NC=C(C1C1=CC(=NN1)NC=1N=CC(=NC1)C#N)OCF 5-({5-[3-(3-Aminopropoxy)-5-(fluoromethoxy)Pyridine-4-yl]-1H-pyrazole-3-yl}amino)pyrazine-2-carbonitrile